2,5-diethoxyTerephthalaldehyde C(C)OC1=C(C=O)C=C(C(=C1)C=O)OCC